ClC1=C(C=C2C=C(N=CC2=C1)NC(=O)C1C(C1)C1=NC=CC=C1)[C@@H]1CC[C@@H](CC1)N1CC(C1)(F)F N-(7-chloro-6-(cis-4-(3,3-difluoroazetidin-1-yl)cyclohexyl)isoquinolin-3-yl)-2-(pyridin-2-yl)cyclopropane-1-carboxamide